N-((1r,4r)-4-(2-methoxyethoxy)cyclohexyl)-6-(methylthio)-2-(thiazol-5-yl)pyrimidine-4-carboxamide COCCOC1CCC(CC1)NC(=O)C1=NC(=NC(=C1)SC)C1=CN=CS1